N1C=CN=CC=C1 [1,4]Diazepine